5-chloro-1-((6-(4-fluoro-3-methoxyphenyl)pyridin-3-yl)methyl)-1H-indazole ClC=1C=C2C=NN(C2=CC1)CC=1C=NC(=CC1)C1=CC(=C(C=C1)F)OC